Isoindolin hydrochloride Cl.C1NCC2=CC=CC=C12